2-chloro-1,1,1,2,3-pentafluoropropane ClC(C(F)(F)F)(CF)F